C(C(=C)C)(=O)OCCC[Si](OC)(OC)OC 3-(methacryloyloxy)-propyl-trimethoxysilane